nitropropene CC=C[N+](=O)[O-]